N(=[N+]=[N-])[C@H]1CC[C@@]2(C3CC[C@@]4(C(=CCC4C3CC=C2C1)N1C=NC(=C1)F)C)C 1-((3S,10R,13S)-3-azido-10,13-dimethyl-2,3,4,7,8,9,10,11,12,13,14,15-dodecahydro-1H-cyclopenta[a]phenanthren-17-yl)-4-fluoro-1H-imidazole